4-[3-chloro-6-fluoro-2-[(E)-2-(4-phenylphenyl)ethenyl]phenyl]-5-hydroxy-2,6-dimethyl-pyridazin-3-one ClC=1C(=C(C(=CC1)F)C=1C(N(N=C(C1O)C)C)=O)\C=C\C1=CC=C(C=C1)C1=CC=CC=C1